(Z)-1-methyl-4-((2-(quinolin-4-yl)hydrazono)methyl)pyridin-1-ium C[N+]1=CC=C(C=C1)\C=N/NC1=CC=NC2=CC=CC=C12